FC=1C(=NC(=NC1)N[C@@H]1CC[C@H](CC1)NC(C)=O)C1=CC(=CC=C1)C(=O)N1C[C@H](CC1)O trans-N-[4-[[5-fluoro-4-[3-[(3S)-3-hydroxypyrrolidine-1-carbonyl]phenyl]pyrimidin-2-yl]amino]cyclohexyl]acetamide